p-phenetidine CCOC1C=CC(N)=CC=1